O1CC=C(C=C1)CC(=O)[O-] 2H-pyran-4-ylacetate